CC=1C=C(C=CC1C)NC1N(C(=NC(=N1)N)N1CCOCC1)C1=CC=C(C=C1)OCC (3,4-Dimethylphenyl)-6-morpholin-4-yl-N1-phenetyl-[1,3,5]triazine-2,4-diamine